4,4'-bis(n-carbazolyl)-1,1'-biphenyl C1=CC=C2C(=C1)C3=CC=CC=C3N2C4=CC=C(C=C4)C5=CC=C(C=C5)N6C7=CC=CC=C7C8=CC=CC=C86